6-methyl-3,4-dihydroisoquinolin-1(2H)-one CC=1C=C2CCNC(C2=CC1)=O